CC(C#N)(C)N1N=C(C(=C1)NC1=NN2C(C=N1)=CC=C2C(F)(F)F)C 2-Methyl-2-(3-methyl-4-((7-(trifluoromethyl)pyrrolo[2,1-f][1,2,4]triazin-2-yl)amino)-1H-pyrazol-1-yl)propionitrile